bromo-(3-ethoxy-3-oxo-Propyl)zinc Br[Zn]CCC(=O)OCC